2,3-dimethyl-5,6,8,9-tetrahydro-1H-benzo[7]annulene-1,4,7-trione CC1=C(C(C2=C(CCC(CC2)=O)C1=O)=O)C